(R)-3-(2-Chloro-4-(3-methylmorpholino)thieno[3,2-d]pyrimidin-7-yl)-2,5-dihydro-1H-pyrrole-1-carboxylic acid tert-butyl Ester C(C)(C)(C)OC(=O)N1CC(=CC1)C1=CSC2=C1N=C(N=C2N2[C@@H](COCC2)C)Cl